5-(6-fluoro-1,2,3,4-tetrahydroisoquinolin-7-yl)-1,8-naphthyridin-2(1H)-one hydrochloride Cl.FC=1C=C2CCNCC2=CC1C1=C2C=CC(NC2=NC=C1)=O